3-fluoro-5-methyl-2-(4-{[(3R)-1-(oxacyclopent-3-yl)piperidin-3-yl]amino}pyrrolo[1,2-d][1,2,4]triazin-1-yl)phenol FC=1C(=C(C=C(C1)C)O)C=1C=2N(C(=NN1)N[C@H]1CN(CCC1)C1COCC1)C=CC2